5-chloro-N-((1r,4r)-4-((3-(2-fluorophenyl)-2-oxo-2,3-dihydro-1H-imidazo[4,5-b]pyridin-1-yl)methyl)cyclohexyl)-2-methylnicotinamide ClC=1C=NC(=C(C(=O)NC2CCC(CC2)CN2C(N(C3=NC=CC=C32)C3=C(C=CC=C3)F)=O)C1)C